5-chloro-3,7-dimethyl-1,3-benzoxazol-2(3H)-one ClC=1C=C(C2=C(N(C(O2)=O)C)C1)C